rel-(R)-1-((5-fluoropyridin-2-yl)methyl)-3-(4-(1-methyl-5,6,7,8-tetrahydroimidazo[1,5-a]pyridin-8-yl)phenyl)urea FC=1C=CC(=NC1)CNC(=O)NC1=CC=C(C=C1)[C@@H]1C=2N(CCC1)C=NC2C |o1:18|